(4-(4-(cyclopropyl-(methyl)amino)-4-oxobutyl)-1-phenyl-1H-imidazol-2-yl)-3-(5-fluoro-1-methyl-1H-pyrazol-4-yl)benzamide C1(CC1)N(C(CCCC=1N=C(N(C1)C1=CC=CC=C1)C1=C(C(=O)N)C=CC=C1C=1C=NN(C1F)C)=O)C